NC=1C(=CC(=C(C1)C[C@@H](C(=O)OC(C)(C)C)NC(=O)OC(C)(C)C)OC)Br tert-butyl (S)-3-(5-amino-4-bromo-2-methoxyphenyl)-2-((tert-butoxycarbonyl)amino)propanoate